(3-oxo-1,3-dihydroisobenzofuran-1-yl)triphenylphosphine bromide [Br-].O=C1OC(C2=CC=CC=C12)C1=C(C=CC=C1)P(C1=CC=CC=C1)C1=CC=CC=C1